C12CCC(C3=CC(=CC=C13)C1CCC3=CCCN13)O2 3-(1,2,3,4-tetrahydro-1,4-epoxynaphthalen-6-yl)tetrahydro-1H-pyrrolizin